C1(CC1)OC1=C(C(=O)O)C=CN=C1C=O 3-CYCLOPROPOXY-2-FORMYLISONICOTINIC ACID